C1(=CC=CC=C1)C(C)=O 1-phenyl-ethanone